CCCCC/C=C\C/C=C\CCCCCCCC(=O)OC(CC(=O)[O-])C[N+](C)(C)C Linoleylcarnitine